1-methyl-2-ethylpyrrolium acetate C(C)(=O)[O-].C[NH+]1C(=CC=C1)CC